C(=CCCCCCCCCCCCCCCCC)N1C(=C(C(C(=C1)O)=O)O)C=O N-octadecenyl-2-formyl-3,5-dihydroxypyridin-4-one